ClC=1C=CC(=C(C1)C=1C(=CC=C(C1)CC(=O)N(C)C)C(=O)NC=1SC=2C(=NC=C(N2)C2=CC=C(C=C2)C#N)N1)OC 5'-chloro-N-(6-(4-cyanophenyl)thiazolo[4,5-b]pyrazin-2-yl)-5-(2-(dimethylamino)-2-oxoethyl)-2'-methoxy-[1,1'-biphenyl]-2-carboxamide